C1=CC(=CC=2OC3=C(C21)C=CC=C3)[C@@H](C)NC3=CN=C(N(C3=O)CC(=O)OCCCC)SC butyl (R)-2-(5-((1-(dibenzo[b,d]furan-3-yl)ethyl)amino)-2-(methylthio)-6-oxopyrimidin-1(6H)-yl)acetate